N-Benzylmelamine C(C1=CC=CC=C1)NC1=NC(=NC(=N1)N)N